C1(=CC=CC=C1)[C@@H]1OC2(O[C@H]1C1=CC=CC=C1)[C@@H]1CC[C@](C2)(C1)CN ((1R,4R,4'S,5'S)-4',5'-diphenylspiro[bicyclo[2.2.1]heptane-2,2'-[1,3]dioxolane]-4-yl)methanamine